3-(1-acryloylpiperidin-4-yl)-6-(4-phenoxyphenyl)-1H-imidazo[1,2-b]pyrazole-7-carboxamide C(C=C)(=O)N1CCC(CC1)C1=CNC=2N1N=C(C2C(=O)N)C2=CC=C(C=C2)OC2=CC=CC=C2